FC1(OC2=C(O1)C=CC=C2C=O)F 2,2-difluorobenzo[d][1,3]dioxol-4-carbaldehyde